3-(5-carboxypentyl)-2-methylbenzo[d]thiazol-3-ium C(=O)(O)CCCCC[N+]1=C(SC2=C1C=CC=C2)C